C(C)(C)N1C(NC2=C(C1=O)N=CC(=C2)CN2CCN(CC2)C=2C=CC(=NC2)C(=O)NC)=O 5-(4-((3-isopropyl-2,4-dioxo-1,2,3,4-tetrahydropyrido[3,2-d]pyrimidin-7-yl)methyl)piperazin-1-yl)-N-methylpyridinecarboxamide